(R)-3,4-dichloro-N-(3-(1-((3,4-difluorophenyl)amino)-1-oxopropan-2-yl)bicyclo[1.1.1]pentan-1-yl)benzamide ClC=1C=C(C(=O)NC23CC(C2)(C3)[C@H](C(=O)NC3=CC(=C(C=C3)F)F)C)C=CC1Cl